tert-butyl 4-(((2S)-4-cyclopentyl-2-(4-(methoxycarbonyl) phenyl) piperidin-1-yl) methyl)-5-methoxy-7-methyl-1H-indole-1-carboxylate C1(CCCC1)C1C[C@H](N(CC1)CC1=C2C=CN(C2=C(C=C1OC)C)C(=O)OC(C)(C)C)C1=CC=C(C=C1)C(=O)OC